2-(3-isopropylpyridin-2-yl)-5,8-dioxaspiro[3.4]octane-2-carbonitrile C(C)(C)C=1C(=NC=CC1)C1(CC2(C1)OCCO2)C#N